3-(cyclopropylmethyl)-N-(3,4-difluorophenyl)-2,6,6-trimethyl-4-oxo-2,4,5,6,7,8-hexahydropyrrolo[3,4-c]azepine-1-carboxamide C1(CC1)CC=1N(C(=C2C1C(NC(CC2)(C)C)=O)C(=O)NC2=CC(=C(C=C2)F)F)C